(7R,14R)-11-(3-cyclobutoxyprop-1-yn-1-yl)-1-(difluoromethoxy)-6-(methyl-d3)-6,7-dihydro-7,14-methanobenzo[f]benzo[4,5]imidazo[1,2-a][1,4]diazocin-5(14H)-one C1(CCC1)OCC#CC1=CC2=C(N=C3N2[C@H]2C4=C(C(N([C@@H]3C2)C([2H])([2H])[2H])=O)C=CC=C4OC(F)F)C=C1